(S)-1-(2-chloro-7-(1-methoxyethyl)pyrazolo[1,5-a]pyrimidin-6-yl)-3-(8-fluoro-3-methyl-[1,2,4]triazolo[4,3-a]pyridin-6-yl)urea ClC1=NN2C(N=CC(=C2[C@H](C)OC)NC(=O)NC=2C=C(C=3N(C2)C(=NN3)C)F)=C1